NC1=NC=CC2=C1C(=NN2C(C)C)C2=NOC(=C2C(=O)N[C@@H]2C[C@@H](C2)O)C2CC2 3-(4-amino-1-isopropyl-1H-pyrazolo[4,3-c]pyridin-3-yl)-5-cyclopropyl-N-(cis-3-hydroxycyclobutyl)isoxazole-4-carboxamide